N1(N=CC=C1)C1=CC=C(C=C1)[C@@H]1CNCC[C@H]1CC1=C2C=CN(C2=C(C=C1C)C)C(=O)OC(C)(C)C tert-butyl 4-(((3R,4R)-3-(4-(1H-pyrazol-1-yl)phenyl)piperidin-4-yl)methyl)-5,7-dimethyl-1H-indole-1-carboxylate